(R)-1-(1H-indazol-7-yl)-3-(isoquinolin-4-yl)-2-oxoimidazolidine-4-carbonitrile N1N=CC2=CC=CC(=C12)N1C(N([C@H](C1)C#N)C1=CN=CC2=CC=CC=C12)=O